ClC=1C(=C2C(N(CN(C2=CC1)C1=C(C=C(C=C1)F)C)C=1C=NC(=CC1)OC)=O)F 6-chloro-5-fluoro-1-(4-fluoro-2-methylphenyl)-3-(6-methoxypyridin-3-yl)-2,3-dihydroquinazolin-4(1H)-one